NC(C)(C)C1=CC(=NC(=C1)C1=CC=C(C=C1)F)OC1[C@@H]2CN(C[C@H]12)C(=O)C=1C=CC=2N(C1)C=C(N2)C(F)F ((1R,5S,6s)-6-((4-(2-aminopropan-2-yl)-6-(4-fluorophenyl)pyridin-2-yl)oxy)-3-azabicyclo[3.1.0]hexan-3-yl)(2-(difluoromethyl)imidazo[1,2-a]pyridin-6-yl)methanone